ClC1=CC=CC(=N1)C(=O)N1CC([C@H]([C@]12CC(CC2)(F)F)O)(F)F (6-Chloropyridin-2-yl)((4S,5S)-3,3,7,7-tetrafluoro-4-hydroxy-1-azaspiro[4.4]nonan-1-yl)methanone